ClC=1C(=C(NC=2C3=C(N=CN2)C=CC(=N3)N3CC(C3)N(C(OC(C)(C)C)=O)C)C=CC1)F tert-butyl N-[1-[4-(3-chloro-2-fluoro-anilino)pyrido[3,2-d]pyrimidin-6-yl]azetidin-3-yl]-N-methyl-carbamate